O.P(=O)(O)(O)O.CC(=O)O methyl-carboxylate phosphate hydrate